NC1=NC=CC2=CC=C(C=C12)C=1C=C2C(=NN(C2=CC1)C1CCC1)COC1=C(C(=CC=C1)CC)CC(=O)O 2-(2-((5-(1-aminoisoquinolin-7-yl)-1-cyclobutyl-1H-indazol-3-yl)methoxy)-6-ethylphenyl)acetic acid